5-amino-N-{4-[(3S)-3-aminopiperidin-1-yl]-(7R)-7-hydroxy-6,7-dihydro-5H-cyclopenta[b]pyridin-3-yl}-2-(2,6-difluorophenyl)-1,3-thiazole-4-carboxamide NC1=C(N=C(S1)C1=C(C=CC=C1F)F)C(=O)NC=1C(=C2C(=NC1)[C@@H](CC2)O)N2C[C@H](CCC2)N